O=S1(CCN(CC1)CCN1C=CC2=CC(=CC=C12)C#CC=1C(=C(C(=O)O)C=CC1)C1=CC=C2C=CNC2=C1)=O 3-{1-[2-(1,1-Dioxo-1λ6-thiomorpholin-4-yl)-ethyl]-1H-indol-5-yl-ethynyl}-2-(1H-indol-6-yl)-benzoic Acid